ClC1=CC=CC(=C(C1=O)O)C=1N=CSC1 7-chloro-2-hydroxy-3-(thiazol-4-yl)cyclohepta-2,4,6-trien-1-one